(1r,2r)-2-(3-chloro-4-methyl-6,7-dihydropyrido[2,3-C]pyridazin-8(5H)-yl)cyclohexane-1-amine ClC1=C(C2=C(N=N1)N(CCC2)[C@H]2[C@@H](CCCC2)N)C